N-hydroxy-1,8-naphthalimide sodium salt C1=CC2=C3C(=C1)C(=O)N(C(=O)C3=CC=C2)[O-].[Na+]